COC=1C=C(C=C(C1)OC)C1=NC2=CC=CC(=C2C(N1)=O)F 2-(3,5-dimethoxyphenyl)-5-fluoroquinazolin-4(3H)-one